ethyl (1R,2R)-1-((tert-butoxycarbonyl)amino)-2-hydroxy-2,3-dihydro-1H-indene-4-carboxylate C(C)(C)(C)OC(=O)N[C@H]1[C@@H](CC=2C(=CC=CC12)C(=O)OCC)O